4-(4-methoxyphenyl)-1-((2-methyl-6-nitro-2H-chromen-2-yl)methyl)-1H-1,2,3-triazole COC1=CC=C(C=C1)C=1N=NN(C1)CC1(OC2=CC=C(C=C2C=C1)[N+](=O)[O-])C